ClCC(=O)N[C@@H]1CN(CC1)C(=O)OC(C)(C)C tert-butyl (S)-3-(2-chloroacetamido)pyrrolidine-1-carboxylate